CC1C(CC(CC1)N=C=O)N=C=O 1-Methyl-2,4-diisocyanatocyclohexan